IC=1C=C(C(=CC1)N)N 4-Iodobenzene-1,2-diamine